ClC1=NN(C=C1)CC1CC1 3-chloro-1-(cyclopropylmethyl)-1H-pyrazole